C(C)(C)(C)OC(=O)N1C(CC(C(C1)C)=O)=O 5-methyl-2,4-dioxopiperidine-1-carboxylic acid tert-butyl ester